(6-(((tert-butyldiphenylsilyl)oxy)methyl)spiro[3.3]hept-2-yl)methanol [Si](C1=CC=CC=C1)(C1=CC=CC=C1)(C(C)(C)C)OCC1CC2(CC(C2)CO)C1